BrC=1C(=C2COC(C2=CC1)=O)C1CC1 5-bromo-4-cyclopropylisobenzofuran-1(3H)-one